CC1(CNCCC1CN1C[C@@H]2CNC=3N=NC(=CC3N2CC1)C1=C(C=CC=C1)O)C 2-[(10S)-12-[(3,3-Dimethylpiperidin-4-yl)methyl]-1,5,6,8,12-pentazatricyclo[8.4.0.02,7]tetradeca-2(7),3,5-trien-4-yl]phenol